ClC=1C(=CC2=C(OC(O2)(F)F)C1)C(C(=O)N)N1C=2N(C(C(=C1CC)N1CCNCC1)=O)N=C(N2)C=2CCOCC2 (6-chloro-2,2-difluorobenzo[d][1,3]dioxol-5-yl)-2-(2-(3,6-dihydro-2H-pyran-4-yl)-5-ethyl-7-oxo-6-(piperazin-1-yl)-[1,2,4]triazolo[1,5-a]pyrimidin-4(7H)-yl)acetamide